(5s,7s)-2-bromo-5-(2,5-difluorophenyl)-7-fluoro-6,7-dihydro-5H-pyrrolo[1,2-b][1,2,4]triazole BrC=1N=C2N(N1)[C@@H](C[C@@H]2F)C2=C(C=CC(=C2)F)F